CN(C1(CCC1)CN1N=CC(=C1)C=1C(=C(C(=CC1)O)N1CC(NS1(=O)=O)=O)F)C 5-(3-(1-((1-(dimethylamino)cyclobutyl)methyl)-1H-pyrazol-4-yl)-2-fluoro-6-hydroxyphenyl)-1,2,5-thiadiazolidin-3-one 1,1-dioxide